1-(4-cyclobutylbenzyl)piperidin C1(CCC1)C1=CC=C(CN2CCCCC2)C=C1